NC1=NC(=NC(=N1)N)C(CCCCC)C=1N=C(NC1)C1=CC=CC=C1 1-(4,6-diamino-s-triazin-2-yl)hexyl-2-phenylimidazole